(S)-1-(4-bromo-2-nitrophenyl)-4-(tert-butoxycarbonyl)piperazine-2-carboxylic acid BrC1=CC(=C(C=C1)N1[C@@H](CN(CC1)C(=O)OC(C)(C)C)C(=O)O)[N+](=O)[O-]